1-[2-({4-[4-(oxetan-3-yl)piperazin-1-yl]phenyl}amino)-5-[2-(triisopropylsilyl)ethynyl]pyrido[2,3-d]pyrimidin-7-yl]-1,3-diazaspiro[4.4]nonan-2-one O1CC(C1)N1CCN(CC1)C1=CC=C(C=C1)NC=1N=CC2=C(N1)N=C(C=C2C#C[Si](C(C)C)(C(C)C)C(C)C)N2C(NCC21CCCC1)=O